4-[2-Cyclopropyl-6-(4,5-difluoro-6-{[(2-methoxyethyl)(methyl)amino]methyl}-1-oxo-3H-isoindol-2-yl)pyridin-4-yl]-3-(4-methyl-1,2,4-triazol-3-yl)benzonitrile C1(CC1)C1=NC(=CC(=C1)C1=C(C=C(C#N)C=C1)C1=NN=CN1C)N1C(C2=CC(=C(C(=C2C1)F)F)CN(C)CCOC)=O